(4-methoxybenzylidene)-2-styryloxazol-5(4H)-one COC1=CC=C(C=C2N=C(OC2=O)C=CC2=CC=CC=C2)C=C1